trichloro(dichlorophenyl)silane C1=CC(=C(C=C1[Si](Cl)(Cl)Cl)Cl)Cl